CS(=O)(CC1=CC=C(C=C1)C)=NC1=C(N=C2N1C=CC(=C2)C2=NOC(=N2)C(F)(F)F)C methyl((2-methyl-7-(5-(trifluoromethyl)-1,2,4-oxadiazol-3-yl)imidazo[1,2-a]pyridin-3-yl)imino)(4-methylbenzyl)-λ6-sulfanone